Cl.NCC(=O)N1[C@@H](C[C@H](C1)COC)C(=O)OCC1=CC=CC=C1 |o1:8| benzyl (2S,4R*)-1-glycyl-4-(methoxymethyl)pyrrolidine-2-carboxylate hydrochloride